(S)-2-amino-3-methyl-3-(methyl-d3)butanoic acid-4,4,4-d3 N[C@H](C(=O)O)C(C([2H])([2H])[2H])(C([2H])([2H])[2H])C